N-(3-(3-borono-4-fluorobenzamido)propyl)-N-(3-borono-4-fluorobenzoyl)glycine B(O)(O)C=1C=C(C(=O)NCCCN(CC(=O)O)C(C2=CC(=C(C=C2)F)B(O)O)=O)C=CC1F